maleic acid mono[2-(2-methoxyethoxy)ethyl] ester COCCOCCOC(\C=C/C(=O)O)=O